C(C)(C)(CC)NC1=NC=C2N=C(N(C2=N1)C1CCC(CC1)C(=O)N)NC1=CC=C(C=C1)C(F)(F)F (1S,4S)-4-(2-(tert-amylamino)-8-((4-(trifluoromethyl)phenyl)amino)-9H-purin-9-yl)cyclohexane-1-carboxamide